(2-(4-(hydroxymethyl)piperidin-1-yl)pyridin-4-yl)piperidine-2,6-dione OCC1CCN(CC1)C1=NC=CC(=C1)N1C(CCCC1=O)=O